3-bromo-4-methyltrifluorotoluene BrC=1C=C(C(F)(F)F)C=CC1C